1-(chloromethyl)-2,5-dimethyl-3-nitro-benzene ClCC1=C(C(=CC(=C1)C)[N+](=O)[O-])C